C(C1=CC=CC=C1)OC(=O)N1CCN(CC1)CCOC=1N=C(C2=C(N1)C(=C(N=C2)Cl)F)N2CC1CCC(C2)N1C(=O)OC(C)(C)C tert-butyl 3-(2-(2-(4-((benzyloxy)carbonyl)piperazin-1-yl)ethoxy)-7-chloro-8-fluoropyrido[4,3-d]pyrimidin-4-yl)-3,8-diazabicyclo[3.2.1]octane-8-carboxylate